BrC=1C(=NNC1)N 4-bromo-1H-pyrazol-3-amine